ClC=1C(=CC2=CN(N=C2C1)C)N=C1NC(N(C(N1CC1=C(C=C(C(=C1)F)F)F)=O)CC1=NN(C=N1)C)=O 6-[(6-chloro-2-methyl-2H-indazol-5-yl)imino]-3-[(1-methyl-1H-1,2,4-triazol-3-yl)methyl]-1-(2,4,5-trifluorobenzyl)-1,3,5-triazin-2,4-dione